methyl-3-hexyl-imidazole chloride salt [Cl-].CC1=NC=CN1CCCCCC